(1s,5r)-N-[6-(2-chloro-5-fluoro-phenyl)pyridazin-3-yl]-3-(2-pyridylmethyl)-3-azabicyclo[3.1.0]hexane-6-amine ClC1=C(C=C(C=C1)F)C1=CC=C(N=N1)NC1[C@H]2CN(C[C@@H]12)CC1=NC=CC=C1